dimethyl-5-(3-(3,4,5-trifluorobenzoyl)indolizin-8-yl)-1H-benzo[d]imidazole-6-carbaldehyde CC1=NC2=C(N1C)C=C(C(=C2)C2=CC=CN1C(=CC=C21)C(C2=CC(=C(C(=C2)F)F)F)=O)C=O